ClC=1C(N(C2=CC(=NC=C2C1)NC1CCN(CC1)S(=O)(=O)C)[C@H]1[C@](CCC1)(C)O)=O 3-chloro-1-((1R,2R)-2-hydroxy-2-methyl-cyclopentyl)-7-((1-(methylsulfonyl)piperidin-4-yl)amino)-1,6-naphthyridin-2(1H)-one